1-(2,6-Difluorophenyl)-5,5-dimethylimidazolidine-2,4-dione FC1=C(C(=CC=C1)F)N1C(NC(C1(C)C)=O)=O